4-fluoro-3-(4-hydroxybutyl)-2-(1H-pyrazol-5-yl)-1-naphthalenecarbonitrile FC1=C(C(=C(C2=CC=CC=C12)C#N)C1=CC=NN1)CCCCO